CN1N=C(C(=C1)C=1C=C(C=NC1)C[C@@H]1CC[C@H](CC1)C(=O)OC)C methyl trans-4-[[5-(1,3-dimethylpyrazol-4-yl)-3-pyridyl]methyl]cyclohexanecarboxylate